C(C1=CC=CC=C1)OC1=C(C(=C(C(=O)OCOC)C(=C1C)C)C(F)F)C methoxymethyl 4-(benzyloxy)-2-(difluoromethyl)-3,5,6-trimethylbenzoate